Distearoylethyl-Hydroxyethyl-Methylammonium C(CCCCCCCCCCCCCCCCC)(=O)C([NH+](CCO)CC)C(CCCCCCCCCCCCCCCCC)=O